NC1=NC=2C=NC(=CC2C2=C1C=NN2C)C(=O)N2C[C@@H](CC2)OC2=CC=C(C=C2)C(F)(F)F (4-amino-1-methyl-1H-pyrazolo[4,3-c][1,7]naphthyridin-8-yl)((3R)-3-(4-(trifluoromethyl)phenoxy)-1-pyrrolidinyl)methanone